2-amino-5-(4-((1R,5S)-3-(4,4-difluorocyclohexyl)-3-azabicyclo[3.1.0]Hex-1-yl)phenyl)-N-(4-hydroxybicyclo[2.2.2]Oct-1-yl)nicotinamide NC1=C(C(=O)NC23CCC(CC2)(CC3)O)C=C(C=N1)C1=CC=C(C=C1)[C@@]13CN(C[C@H]3C1)C1CCC(CC1)(F)F